ClC1=CC=C2C(=N1)C(N(C2)CC2=CC=C(C=C2)OC)=O 2-chloro-6-(4-methoxybenzyl)-5,6-dihydro-7H-pyrrolo[3,4-b]pyridin-7-one